C(#N)C1CC(NC(C1)(C)C)(C)C 4-cyano-2,2,6,6-tetramethylpiperidine